Tert-butyl (S)-3-((2-amino-3-(trifluoromethyl)phenyl)amino)pyrrolidine-1-carboxylate NC1=C(C=CC=C1C(F)(F)F)N[C@@H]1CN(CC1)C(=O)OC(C)(C)C